6-(4-(difluoromethoxy)phenyl)-4-hydroxy-N-((1r,4r)-4-methylcyclohexyl)-1-(2-morpholinoethyl)-2-oxo-1,2-dihydro-1,8-naphthyridine-3-carboxamide FC(OC1=CC=C(C=C1)C=1C=C2C(=C(C(N(C2=NC1)CCN1CCOCC1)=O)C(=O)NC1CCC(CC1)C)O)F